C(C)(=O)OOC=1C(=NC=CC1)C=O (2-formylpyridin-3-yloxy) acetate